FC1=CC=C(C=C1)NC1=CC=C(C=N1)CNC(OC(C)(C)C)=O tert-butyl ((6-((4-Fluorophenyl)amino)pyridin-3-yl)methyl)carbamate